Mono-hydroperfluoroN-propyl-2-ethyl-tetrafluoropyrrole FC1(C(N(C(=C1F)F)C(C(C(F)(F)F)(F)F)(F)F)(C(C(F)(F)F)(F)F)F)F